N[C@@H]1CN(CC1)C(=O)C=1SC(=CC1CC)C1=CC=C(C=C1)C1CCN(CC1)C(C)C (S)-(3-aminopyrrolidin-1-yl)(3-ethyl-5-(4-(1-isopropylpiperidin-4-yl)phenyl)thiophen-2-yl)methanone